2,5-dimethyl-1,6-hexanediol methacrylate C(C(=C)C)(=O)OCC(CCC(CO)C)C